I[Pb](I)I triiodolead